2-Fluoro-5-(5-methylthiazol-2-yl)-3-(((R)-tetrahydrofuran-3-yl)oxy)-N-((R)-1-(2-(trisFluoromethyl)pyrimidin-5-yl)ethyl)benzamide FC1=C(C(=O)N[C@H](C)C=2C=NC(=NC2)C(F)(F)F)C=C(C=C1O[C@H]1COCC1)C=1SC(=CN1)C